(3,4-Dihydroquinolin-1(2H)-yl)(6-phenylpyrazin-2-yl)methanone N1(CCCC2=CC=CC=C12)C(=O)C1=NC(=CN=C1)C1=CC=CC=C1